CC(C(NCCNC=O)=O)SSC(C(NCCOCCOCCOCCC(=O)O)=O)C 7,10-dimethyl-1,6,11-trioxo-15,18,21-trioxa-8,9-dithia-2,5,12-triazatetracosan-24-oic acid